N-(4-(((R)-1-Hydroxy-4-methylpentan-2-yl)amino)-6-(2-(2-methyl-3-oxo-1,2,3,4-tetrahydroisoquinolin-6-yl)propyl)-1,3,5-triazin-2-yl)methanesulfonamide OC[C@@H](CC(C)C)NC1=NC(=NC(=N1)CC(C)C=1C=C2CC(N(CC2=CC1)C)=O)NS(=O)(=O)C